(2S,3R,4S,5S,6R)-2-(4-(3,4-dihydroxybenzyl)phenoxy)-6-(hydroxymethyl)tetrahydro-2H-pyran-3,4,5-triol OC=1C=C(CC2=CC=C(O[C@@H]3O[C@@H]([C@H]([C@@H]([C@H]3O)O)O)CO)C=C2)C=CC1O